BrC1=C(CNC2CCC3(CN(C3)C(=O)OC(C)(C)C)CC2)C(=CC(=C1)C)Cl tert-butyl 7-((2-bromo-6-chloro-4-methylbenzyl)amino)-2-azaspiro[3.5]nonane-2-carboxylate